5-[(2R,3S)-2-amino-3-fluorobutyl]-6-ethynyl-N-(thiophen-2-ylmethyl)thieno[3,2-c][1,2]thiazol-3-amine N[C@H](CC1=C(C2=NSC(=C2S1)NCC=1SC=CC1)C#C)[C@H](C)F